Prop-2-yn-1-yl (E)-4-[4-(3-chloro-10,11-dihydro-5H-dibenzo[b,f]azepin-5-yl)butylamino]but-2-enoate ClC=1C=CC2=C(N(C3=C(CC2)C=CC=C3)CCCCNC/C=C/C(=O)OCC#C)C1